methyl trans-4-[(2-methylpyrazol-3-yl)methyl]cyclohexanecarboxylate CN1N=CC=C1C[C@@H]1CC[C@H](CC1)C(=O)OC